trans-epoxystilbene C1(=C2C(=CC=C1)O2)\C=C\C2=CC=CC=C2